C(C)(C)OC1=C(CC2=CC(=CC=3C4=CC=CC=C4NC23)C(=O)NCC2=CC=C(C=C2)S(=O)(=O)CC)C=CC=C1 (2-isopropoxy)benzyl-N-(4-(ethylsulfonyl)benzyl)-9H-carbazole-3-amide